N1(CCNCC1)C=1C=CC(=NC1)NC=1C2=C(C(=NC1)C=1C=NC=CC1)CNC2=O 7-[(5-piperazin-1-yl-2-pyridyl)amino]-4-(3-pyridyl)-2,3-dihydropyrrolo[3,4-c]pyridin-1-one